FC1=C(C=CC=C1[C@H](CN[C@@H]([C@H]1CNC2=C(N1)N=CC=C2)C2=CC=CC=C2)C)CC(=O)O |o1:7| 2-(2-fluoro-3-((R or S)-1-(((R)-phenyl((R)-1,2,3,4-tetrahydropyrido[2,3-b]pyrazin-3-yl)methyl)amino)propan-2-yl)phenyl)acetic acid